Methyl 6-((3-nitrophenyl)amino)-6-oxohexanoate [N+](=O)([O-])C=1C=C(C=CC1)NC(CCCCC(=O)OC)=O